ClC=1C=C2C(=C3C1NC(NC31CCCCC1)=O)OC(=N2)CO 5-chloro-2-(hydroxymethyl)-7,8-dihydro-6H-spiro[[1,3]oxazolo[5,4-f]quinazoline-9,1'-cyclohexane]-7-one